methylaminobenzoxazine CNC=1NOC2=C(C1)C=CC=C2